CC(C(CS(=O)(=O)Cl)=O)(C)C 3,3-dimethyl-2-oxobutanesulfonyl chloride